(2S,4R)-1-[(2S)-2-[4-[3-(benzylamino)phenyl]triazol-1-yl]-3,3-dimethyl-butanoyl]-4-hydroxy-N-methyl-pyrrolidine-2-carboxamide C(C1=CC=CC=C1)NC=1C=C(C=CC1)C=1N=NN(C1)[C@H](C(=O)N1[C@@H](C[C@H](C1)O)C(=O)NC)C(C)(C)C